3-(5-(3-aminopyrrolidin-1-yl)-6-methylpyrazin-2-yl)-1H-indole-7-carbonitrile 2,2,2-trifluoroacetate FC(C(=O)O)(F)F.NC1CN(CC1)C=1N=CC(=NC1C)C1=CNC2=C(C=CC=C12)C#N